NC=1C=C(C=CC1)C(C1CC(C1)C#N)C1=NN=CN1C 3-((3-aminophenyl)(4-methyl-4H-1,2,4-triazol-3-yl)methyl)cyclobutane-1-carbonitrile